6-(4,4,5,5-tetramethyl-1,3,2-dioxaborolan-2-yl)1,2,3,4-tetrahydro-2-quinolinone CC1(OB(OC1(C)C)C=1C=C2CCC(NC2=CC1)=O)C